C(C)OC(NCC(COCCCCCCCCCCCCCC)OCCCCCCCCCCCCCC)=O ethyl-N-(2,3-di(tetradecyloxy)propyl)carbamate